CN(CCOCC1=CC=C(C=N1)C1=CC=2C3=C(N=NC2C=C1F)N(C(N3C3CCOCC3)=O)C)C 8-(6-((2-(dimethylamino)ethoxy)methyl)pyridin-3-yl)-7-fluoro-3-methyl-1-(tetrahydro-2H-pyran-4-yl)-1H-imidazo[4,5-c]cinnolin-2(3H)-one